(S)-N-(1-methylpyrrolidin-3-yl)-4-(pyrazin-2-yl)-3,4-dihydroquinoxaline-1(2H)-carboxamide CN1C[C@H](CC1)NC(=O)N1CCN(C2=CC=CC=C12)C1=NC=CN=C1